C1(CC1)[C@]1(C(N(C[C@H]1C)C=1C=2N(C=C(N1)C1=CC(=NC=C1)F)N=CC2)=O)C#N (3R,4S)-3-cyclopropyl-1-[6-(2-fluoropyridin-4-yl)pyrazolo[1,5-a]pyrazin-4-yl]-4-methyl-2-oxopyrrolidine-3-carbonitrile